FC1=NC(=CC=C1C1=NN2C(O[C@H](CC2)C)=C1C(=O)O)NC(C)C (5S)-2-[2-Fluoro-6-(propan-2-ylamino)pyridin-3-yl]-5-methyl-6,7-dihydro-5H-pyrazolo[5,1-b][1,3]oxazine-3-carboxylic acid